ClC1=CC=C(C=C1)CN1C(N2C(C=3N=NC(=CC31)N3CCOCC3)=NC(=N2)CC(C)(C)C)=O 5-[(4-Chlorophenyl)methyl]-9-(2,2-dimethylpropyl)-3-(morpholin-4-yl)[1,2,4]triazolo[1',5':1,6]pyrimido[5,4-c]pyridazin-6(5H)-one